1H-imidazole-1,2-dicarboxylic acid, 1-(1,1-dimethylethyl)2-ethyl ester N1(C(=NC=C1)C(=O)[O-])C(=O)OCCC(C)(C)C